O1C2=C(NCC1)N=C(C=C2)CN2CC1(C2)CN(CC1)C[C@@H](CC(=O)OC)C1=CC(=CC=C1)N1N=C(C=C1C)C methyl (S)-4-(2-((3,4-dihydro-2H-pyrido[3,2-b][1,4]oxazin-6-yl)methyl)-2,6-diazaspiro[3.4]octan-6-yl)-3-(3-(3,5-dimethyl-1H-pyrazol-1-yl)phenyl)butyrate